6-(4-(5-Formylpyrazin-2-yl)indolin-1-yl)-N-((1R,2R)-2-methoxycyclobutyl)-8-(methylamino)imidazo[1,2-b]pyridazine-3-carboxamide C(=O)C=1N=CC(=NC1)C1=C2CCN(C2=CC=C1)C=1C=C(C=2N(N1)C(=CN2)C(=O)N[C@H]2[C@@H](CC2)OC)NC